Methyl (Z)-3-(3-chloropyrazin-2-yl)acrylate ClC=1C(=NC=CN1)\C=C/C(=O)OC